2,3-dichloro-4,6-difluoro-benzenesulfonyl chloride ClC1=C(C(=CC(=C1Cl)F)F)S(=O)(=O)Cl